NC1=C(C=CC(=C1)F)C1=C(C=C(C(=C1)Cl)C(=O)NC=1C=NC(=C(C1)C1CC1)N1N=CC=N1)F 2'-amino-5-chloro-N-(5-cyclopropyl-6-(2H-1,2,3-triazol-2-yl)pyridin-3-yl)-2,4'-difluoro-[1,1'-biphenyl]-4-carboxamide